Beta-alanyl-L-histidine NCCC(=O)N[C@@H](CC1=CNC=N1)C(=O)O